5-(azetidin-3-yloxy)-N-methylpyridine-2-carboxamide HCl salt Cl.N1CC(C1)OC=1C=CC(=NC1)C(=O)NC